5-cyclopropyl-3-fluoro-2-(2-methyl-7-{[(3R)-1-methylpiperidin-3-yl]amino}pyrazolo[1,5-d][1,2,4]triazin-4-yl)phenol C1(CC1)C=1C=C(C(=C(C1)O)C=1C=2N(C(=NN1)N[C@H]1CN(CCC1)C)N=C(C2)C)F